2-(4-aminopiperidin-1-yl)-N-((2'-((dimethylamino)methyl)-[1,1'-biphenyl]-2-yl)methyl)-9-isopropyl-9H-purin-6-amine NC1CCN(CC1)C1=NC(=C2N=CN(C2=N1)C(C)C)NCC1=C(C=CC=C1)C1=C(C=CC=C1)CN(C)C